5-((3-(ethoxymethyl)-3-(2-(thiophen-2-yl)ethyl)azetidin-1-yl)methyl)-2-methylpyridine C(C)OCC1(CN(C1)CC=1C=CC(=NC1)C)CCC=1SC=CC1